FC1=C(C#N)C=CC(=C1)N1CCNCC1 2-fluoro-4-(piperazin-1-yl)benzonitrile